Bis((heptyloxycarbonyl)propyl)hexane-1,6-diamine C(CCCCCC)OC(=O)CCCC(CCCCCN)(N)CCCC(=O)OCCCCCCC